C[C@H]1C2=CN=CC(C3=NNC=4C=CC(O[C@@H](CCNC(O1)=O)C)=CC34)=N2 (7S,13R)-7,13-dimethyl-8,14-dioxa-4,10,19,20,23-pentaazatetracyclo[13.5.2.12,6.018,21]tricosa-1(20),2(23),3,5,15(22),16,18(21)-heptaen-9-one